C(#N)C=CC1=CC(=C(C(=C1)C)NC1=NC=NC2=CC=CC=C12)C 4-((4-(2-cyanovinyl)-2,6-dimethylphenyl)amino)quinazolin